triethyl-(2-methylbutyl)ammonium C(C)[N+](CC(CC)C)(CC)CC